trioctylmethylammonium cyclohexyl-acetate C1(CCCCC1)CC(=O)[O-].C(CCCCCCC)[N+](C)(CCCCCCCC)CCCCCCCC